O[C@@H](C(=O)NCCC(=O)NCCSC(C[C@@H](C)OC(C(=O)O)CC=O)=O)C(CO)(C)C ([(2R)-4-[(2-{3-[(2R)-2,4-dihydroxy-3,3-dimethylbutanamido]propanamido}ethyl)sulfanyl]-4-oxobutan-2-yl]oxy)-4-oxobutanoic acid